FC1=CC=CC=2OCCNC3CCCN(C=4C=CC=C(C5=NNC6=CN=C(C12)C=C56)C4)C3 20-fluoro-15-oxa-7,12,23,26,27-pentaazahexacyclo[20.5.2.12,6.17,11.016,21.025,28]hentriaconta-1(27),2,4,6(31),16(21),17,19,22,24,28-decaene